O=C1NC(CCC1NC=1C=C(C=CC1)C#CCNC(C1=NC=C(C=C1)C=1N=CC2=C(C=CC=C2C1)C1=C2C=C(C(N(C2=CC(=C1)C(C)C)C)=O)C)=O)=O N-(3-(3-((2,6-Dioxopiperidin-3-yl)amino)phenyl)prop-2-yn-1-yl)-5-(8-(7-isopropyl-1,3-dimethyl-2-oxo-1,2-dihydroquinolin-5-yl)isoquinolin-3-yl)picolinamide